C12(CC3CC(CC(C1)C3)C2)C=2C=C(C=CC2)C2=NC(=NC(=N2)C2=CC=CC=C2)C2=CC(=CC=C2)B2OC(C(O2)(C)C)(C)C 2-(3-(adamantan-1-yl)phenyl)-4-phenyl-6-(3-(4,4,5,5-tetramethyl-1,3,2-dioxaborolan-2-yl)phenyl)-1,3,5-triazine